ClC=1C=C(C=C(C1OCC[C@@H]([C@H](CCOC1=C(C=C(C=C1Cl)CCC(=O)OC)Cl)O)O)Cl)C=1OC(=C(N1)C(=O)OCC)CC Ethyl 2-[3,5-dichloro-4-[(3S,4S)-6-[2,6-dichloro-4-(3-methoxy-3-oxo-propyl)phenoxy]-3,4-dihydroxy-hexoxy]phenyl]-5-ethyloxazole-4-carboxylate